O=C1N=NC(N1C1=CC=C(C(=O)O)C=C1)=O 4-(3,5-dioxo-1,2,4-triazol-4-yl)benzoic acid